FC1=C(O[C@H]2C[C@H](C2)CO)C=CC(=C1)C(F)(F)F (cis-3-(2-fluoro-4-(trifluoromethyl)phenoxy)cyclobutyl)methanol